FC1=CC=C(C=C1)C1=NN2C(CN(CC2)C(CO)=O)=C1C1=CC(=NC=C1)C 1-(2-(4-fluorophenyl)-3-(2-methylpyridin-4-yl)-6,7-dihydropyrazolo[1,5-a]pyrazin-5(4H)-yl)-2-hydroxyethan-1-one